(R)-5-(4-chloro-2-fluorophenyl)-2,3-dimethyl-7-(3-(1-methylazetidin-3-yl)piperidin-1-yl)pyrido[4,3-d]pyrimidin-4(3H)-one ClC1=CC(=C(C=C1)C1=NC(=CC=2N=C(N(C(C21)=O)C)C)N2C[C@H](CCC2)C2CN(C2)C)F